P(=O)(O)(O)CN(CC(=O)O)CP(=O)(O)O 2-(bis(phosphonomethyl)amino)acetic acid